C(C)OC(C(C)(C)OC1=C(C=C(C=C1C)CN1CCN(CC1)C1=NC=CC(=C1)C(F)(F)F)C)=O 2-(2,6-dimethyl-4-((4-(4-(trifluoromethyl)pyridin-2-yl)piperazin-1-yl)methyl)phenoxy)-2-methylpropanoic acid ethyl ester